Methyl 2-[[4-[6-[(4-cyano-2-fluoro-phenyl)methoxy]-2-pyridyl]-2,5-difluoro-phenyl]methyl]-3-[4-methoxy-4-methyl-tetrahydrofuran-3-yl]benzimidazole-5-carboxylate C(#N)C1=CC(=C(C=C1)COC1=CC=CC(=N1)C1=CC(=C(C=C1F)CC=1N(C2=C(N1)C=CC(=C2)C(=O)OC)C2COCC2(C)OC)F)F